BrCC(=O)C1=CC(=NC=C1)F 2-bromo-1-(2-fluoropyridin-4-yl)ethanone